dimethyl (3-(4-(benzyloxy)-1-(4-fluorophenyl)-1H-indol-2-yl)-3-methyl-2-oxobutyl)phosphonate C(C1=CC=CC=C1)OC1=C2C=C(N(C2=CC=C1)C1=CC=C(C=C1)F)C(C(CP(OC)(OC)=O)=O)(C)C